4-amino-9-(2-((1R,3S,5R)-3-((6-bromopyridin-2-yl)carbamoyl)-2-azabicyclo[3.1.0]hex-2-yl)-2-oxoethyl)-9H-pyrimido[4,5-b]indole-6-carboxamide NC1=NC=NC=2N(C3=CC=C(C=C3C21)C(=O)N)CC(=O)N2[C@@H]1C[C@@H]1C[C@H]2C(NC2=NC(=CC=C2)Br)=O